FC(C(=O)O)(F)F.NCCOCCOCCOCCOCCOCCOC1=C(C=C(C=C1)B1OC(C(O1)(C)C)(C)C)C1=CC=C2C(=CN=NC2=C1)N 7-[2-[2-[2-[2-[2-[2-(2-aminoethoxy)ethoxy]ethoxy]ethoxy]ethoxy]ethoxy]-5-(4,4,5,5-tetramethyl-1,3,2-dioxaborolan-2-yl)phenyl]cinnolin-4-amine trifluoroacetic Acid Salt